2-(trifluoromethyl)nicotinamide oxime FC(C1=C(C(N)=NO)C=CC=N1)(F)F